1-(4-(6-chloro-8-fluoro-7-(5-methyl-1H-indazol-4-yl)quinazolin-4-yl)-2-methylpiperazin-1-yl)prop-2-en-1-one ClC=1C=C2C(=NC=NC2=C(C1C1=C2C=NNC2=CC=C1C)F)N1CC(N(CC1)C(C=C)=O)C